methyl 7-benzyl-6,8-dihydro-5H-2,7-naphthyridine-1-carboxylate C(C1=CC=CC=C1)N1CCC=2C=CN=C(C2C1)C(=O)OC